1-azidomethylnaphthalene N(=[N+]=[N-])CC1=CC=CC2=CC=CC=C12